3-ethoxy-4-difluoromethoxy-benzaldehyde C(C)OC=1C=C(C=O)C=CC1OC(F)F